COC(=O)[C@H]1N(C[C@@H](C1)O)C(C(C(C)C)C1=CC(=NO1)C)=O.C1(CC1)C1=CC(=NC=C1)S(=O)(=O)NC1=CC=NC2=CC=CN=C12 4-cyclopropyl-N-(1,5-naphthyridin-4-yl)pyridine-2-sulfonamide methyl-(2S,4R)-4-hydroxy-1-(3-methyl-2-(3-methylisoxazol-5-yl)butanoyl)pyrrolidine-2-carboxylate